C(C1=CC=CC=C1)N1B(NC2=C3C1=CC=CC3=CC=C2)C=2C(=C3CC(CC3=C(C2CCO[Si](C)(C)C(C)(C)C)C)(C(=O)OC)C(=O)OC)C (R)-dimethyl 5-(1-benzyl-1H-naphtho[1,8-de][1,3,2]diazaborinin-2(3H)-yl)-6-(2-((tert-butyldimethylsilyl)oxy)ethyl)-4,7-dimethyl-1,3-dihydro-2H-indene-2,2-dicarboxylate